tert-butyl ((4-(hydroxymethyl)tetrahydro-2H-pyran-4-yl)methyl)carbamate OCC1(CCOCC1)CNC(OC(C)(C)C)=O